tert-Butyl 8-bromo-2-formyl-2,3-dihydro-4H-benzo[b][1,4]oxazine-4-carboxylate BrC1=CC=CC2=C1OC(CN2C(=O)OC(C)(C)C)C=O